ClC=1C(=C2C=NNC2=C(C1F)SCC)C1=CC=2N(C=C1)N=C(C2)NC(=O)[C@H]2[C@H](C2)F (1S,2S)-N-(5-(5-chloro-7-(ethylsulfanyl)-6-fluoro-1H-indazol-4-yl)pyrazolo[1,5-a]pyridin-2-yl)-2-fluorocyclopropane-1-carboxamide